CC1(CCC1)N[C@H](CC)C1=CC(=C2CNC(C2=C1)=O)C(F)(F)F 6-((R)-1-((1-methylcyclobutyl)amino)propyl)-4-(trifluoromethyl)isoindolin-1-one